5-methylpyridine-2,3-dicarboxylic acid CC=1C=C(C(=NC1)C(=O)O)C(=O)O